{[1-(1-benzofuran-6-sulfonyl)-5-(2-fluoropyridin-3-yl)-1H-pyrrol-3-yl]methyl}(methyl)amine hydrochloride Cl.O1C=CC2=C1C=C(C=C2)S(=O)(=O)N2C=C(C=C2C=2C(=NC=CC2)F)CNC